FC1=CC=C(OCCCC(C(=O)N2CCN(CC2)S(=O)(=O)C2=CC=C(C=C2)F)(C)C)C=C1 5-(4-fluorophenoxy)-1-(4-((4-fluorophenyl)sulfonyl)piperazin-1-yl)-2,2-dimethylpentan-1-one